N(=[N+]=[N-])CCOCCOCC=O 2-(2-(2-azidoethoxy)ethoxy)ethane-1-aldehyde